trans-tert-Butyl N-[4-[4-fluoro-N-(oxetan-3-ylmethyl)-2-(2-trimethylsilylethoxymethoxy) anilino]cyclohexyl]carbamate FC1=CC(=C(N(CC2COC2)[C@@H]2CC[C@H](CC2)NC(OC(C)(C)C)=O)C=C1)OCOCC[Si](C)(C)C